OC1=C(C=CC=C1)C=1N=NC=2NC=3CCN(CC3C2C1)C(=O)N 12-(2-hydroxyphenyl)-4,8,10,11-tetraazatricyclo[7.4.0.0{2,7}]tridec-1(9),2(7),10,12-tetraene-4-carboxamide